BrC=1SC(=CN1)C(=O)NCC(F)(F)F 2-Bromo-N-(2,2,2-trifluoroethyl)thiazole-5-carboxamide